C(C)(C)(C)OC(=O)N1C[C@H](CC1)C(NC=1SC2=C(N1)C=CC=C2C2=CC1=C(OCO1)C=C2)=O (S)-3-((7-(benzo[d][1,3]dioxol-5-yl)benzo[d]thiazol-2-yl)carbamoyl)pyrrolidine-1-carboxylic acid tert-butyl ester